3-(2-Pyrrolidino-1-methylethyl)-α-methylstyrol N1(CCCC1)CC(C)C=1C=C(C=CC)C=CC1